tert-butyl (R)-3-((3-(methoxycarbonyl)-4-methylphenyl)amino)pyrrolidine-1-carboxylate COC(=O)C=1C=C(C=CC1C)N[C@H]1CN(CC1)C(=O)OC(C)(C)C